C(O)(O)=O.C(O)(O)=O.N[C@@H](CCCCN)C(=O)O lysine carbonate (bicarbonate)